Cl.N=1SN=C2C1C=CC=C2CN 2,1,3-benzothiadiazol-4-ylmethylamine hydrochloride